FC(C(C(C(C(C(C(C(F)(F)F)(F)F)(F)F)(F)F)(F)F)(F)F)(F)F)(S(=O)(=O)[O-])F.C(C)(C)(C)C1=CC=C(C=C1)[I+]C1=CC=C(C=C1)C(C)(C)C Bis(4-t-butylphenyl)iodonium perfluoro-n-octanesulfonate